C(C1=CC=CC=C1)N1N=C(C=C1C(=O)O)CCC(C)(C)C 1-benzyl-3-(3,3-dimethylbutyl)-1H-pyrazole-5-carboxylic acid